bis-ethylhexyl-bis-oleyl-pyromellitamide C(C)NC(C1=C(C(=C(C(C(=O)N(CCCCCC)CC)=C1CCCCCCCC\C=C/CCCCCCCC)C(=O)N)CCCCCCCC\C=C/CCCCCCCC)C(=O)N)=O